C(N)(OC1=NC(=CC=C1C(C)(C)C)COCCC1=CC(=C(C=C1)OC)N)=O Tert-butyl-(6-((3-amino-4-methoxyphenylethoxy) methyl) pyridin-2-yl) carbamate